[6-[2-(trifluoromethyl)pyrimidin-5-yl]Pyrimidin-4-yl]Methylamine hydrochloride Cl.FC(C1=NC=C(C=N1)C1=CC(=NC=N1)CN)(F)F